ClC=1C(=CC(=C(C1)C1=CC(=NC=C1C(=O)NC=1SC(=NN1)OC)C)OC)[S@](=O)CC (R)-4-(5-chloro-4-(ethylsulfinyl)-2-methoxyphenyl)-N-(5-methoxy-1,3,4-thiadiazol-2-yl)-6-methylnicotinamide